CC(CCCCC)OC(C)=O acetic acid (1-methylhexyl) ester